5-((7,8-dichloro-4-(1H-imidazol-1-yl)quinolin-2-yl)methylene)thiazolidine-2,4-dione ClC1=CC=C2C(=CC(=NC2=C1Cl)C=C1C(NC(S1)=O)=O)N1C=NC=C1